(1-methyl-1H-pyrazol-3-yl)-4-(6-(tributylstannyl)pyridin-2-yl)pyrimidin-2-amine CN1N=C(C=C1)C=1C(=NC(=NC1)N)C1=NC(=CC=C1)[Sn](CCCC)(CCCC)CCCC